L-Valine methyl ester HCl Cl.COC([C@@H](N)C(C)C)=O